9-bromo-7-((2-imino-3-methyl-2,3-dihydro-1H-imidazol-1-yl)methyl)-3,4-dihydrobenzo[f][1,4]oxazepin-5(2H)-one BrC1=CC(=CC=2C(NCCOC21)=O)CN2C(N(C=C2)C)=N